ClC1=C(C(=NC2=CC=C(C=C12)Cl)C)S(=O)(=O)N1CCSCC1 4-[(4,6-dichloro-2-methyl-3-quinolyl)sulfonyl]thiomorpholine